C(C)N(C1=CC=C2C(=C(C(OC2=C1)=O)C1=CC=C(C=C1)N=C=S)C)CC 7-diethylamino-3-(4-isothiocyanatophenyl)4-methyl-coumarin